FC1=CC(=C(C(C=C1)=O)O)C1CCOCC1 5-fluoro-2-hydroxy-3-(tetrahydro-2H-pyran-4-yl)cyclohepta-2,4,6-trien-1-one